OC1=CC(=CC=2C=CCC(C12)(S(=O)(=O)O)O)S(=O)(=O)O.COC1(COC1)C1=CC=C(C=C1)C(=O)N1CCC2(CC1)CCN(CC2)C2=CC=C(C=C2)C(F)(F)F (4-(3-methoxyoxetan-3-yl)phenyl)(9-(4-(trifluoromethyl)phenyl)-3,9-diazaspiro[5.5]undecan-3-yl)methanone 1,8-dihydroxy-3,8-naphthalenedisulfonate